2-(2-(4-(Difluoromethyl)-1-(2-(trifluoromethyl)phenyl)-1H-pyrazol-5-yl)-7-azaspiro[3.5]nonan-7-yl)-4-methylbenzo[d]thiazol FC(C=1C=NN(C1C1CC2(C1)CCN(CC2)C=2SC1=C(N2)C(=CC=C1)C)C1=C(C=CC=C1)C(F)(F)F)F